5-(1-cyclopropylethyl)-2-methylisoindol-4-ol C1(CC1)C(C)C1=C(C2=CN(C=C2C=C1)C)O